COC=1C=C(CN(C=2C=C(CN3CC(NCC3)=O)C=CC2)CC2=CC=C(C=C2)N2CCCC2)C=CC1 4-(3-((3-methoxybenzyl)(4-(pyrrolidin-1-yl)benzyl)amino)benzyl)piperazin-2-one